(2R,3R,4S,5R,6R)-4-(4-(3-fluorophenyl)-1H-1,2,3-triazol-1-yl)-3,5-dihydroxy-6-(hydroxymethyl)tetrahydro-2H-pyran FC=1C=C(C=CC1)C=1N=NN(C1)[C@H]1[C@H](CO[C@@H]([C@@H]1O)CO)O